8-Bromo-6-fluorospiro[chroman-2,1'-cyclopropane]-4-one BrC=1C=C(C=C2C(CC3(CC3)OC12)=O)F